N(=C=S)C1=CC=C(C=N1)N1CCN(CC1)C(=O)OC(C)(C)C tert-Butyl 4-(6-isothiocyanatopyridin-3-yl)piperazine-1-carboxylate